1-Oxa-8-azaspiro[4.5]decan-4-one O1CCC(C12CCNCC2)=O